4-(N-(4-Chloro-2-((2-Chloro-4-(trifluoromethyl)phenyl)carbamoyl)phenyl)aminosulfonyl)piperazine-1-carboxylic acid tert-Butyl ester C(C)(C)(C)OC(=O)N1CCN(CC1)S(=O)(=O)NC1=C(C=C(C=C1)Cl)C(NC1=C(C=C(C=C1)C(F)(F)F)Cl)=O